(S)-3-((S)-2-(2-((2-(tert-Butyl)phenyl)amino)-2-oxoacetamido)propanamido)-4-oxo-5-(2,3,5,6-tetrafluorophenoxy)pentanoic acid C(C)(C)(C)C1=C(C=CC=C1)NC(C(=O)N[C@H](C(=O)N[C@@H](CC(=O)O)C(COC1=C(C(=CC(=C1F)F)F)F)=O)C)=O